((S)-(2-Chloro-3-fluorophenyl)(cyclopropyl)methoxy)-N-((R,E)-4-(methylsulfonyl)but-3-en-2-yl)pyrimidine-2-carboxamide ClC1=C(C=CC=C1F)[C@@H](OC1=NC(=NC=C1)C(=O)N[C@H](C)\C=C\S(=O)(=O)C)C1CC1